(2,3,6-trimethyl-1,4-phenylene) ether CC1=C2C(=CC(=C1C)O2)C